tert-butyl 4-(1-(3,3-difluoropiperidin-4-yl)azetidin-3-yl)piperazine-1-carboxylate FC1(CNCCC1N1CC(C1)N1CCN(CC1)C(=O)OC(C)(C)C)F